N-(5-(5-chloro-7-ethoxy-6-fluoro-1H-indazol-4-yl)pyrazolo[1,5-a]pyridin-2-yl)-2-fluorocyclopropane-1-carboxamide ClC=1C(=C2C=NNC2=C(C1F)OCC)C1=CC=2N(C=C1)N=C(C2)NC(=O)C2C(C2)F